C1(CCCCC1)C(COC)(COCCC)CCC1CCCCC1 2-cyclohexyl-2-(cyclohexylethyl)-1-methoxy-3-propoxy-propane